BrC1=C(C=CC=C1)NC(CCC=C)=O N-(2-bromophenyl)pent-4-enamide